FC1=C(CCC2OCCC(C2)N)C=CC(=C1C=1C=C2C(=CN1)NN=C2C=2C=NN(C2)C)F (2,4-difluoro-3-(3-(1-methyl-1H-pyrazol-4-yl)-1H-pyrazolo[3,4-c]pyridin-5-yl)phenethyl)tetrahydro-2H-pyran-4-amine